1-(5-Chloropyrimidin-2-yl)piperidine ClC=1C=NC(=NC1)N1CCCCC1